4-(2-(((6-chloropyrimidin-4-yl)amino)methyl)-6-cyclopropylimidazo[1,2-a]pyridin-8-yl)thiomorpholin-3-one ClC1=CC(=NC=N1)NCC=1N=C2N(C=C(C=C2N2C(CSCC2)=O)C2CC2)C1